C(#N)C1=CC=C(C=C1)C(N1C[C@@H](N(C[C@H]1C)C1=C(C(N(C=2C=CC(=NC12)C#N)C)=O)F)C)C1=CC=C(C=C1)C 8-((2s,5r)-4-((4-cyanophenyl)(p-tolyl)methyl)-2,5-dimethylpiperazin-1-yl)-7-fluoro-5-methyl-6-oxo-5,6-dihydro-1,5-naphthyridine-2-carbonitrile